((1r,3r)-3-((4-methoxy-5-(quinoxalin-6-yl)pyrrolo[2,1-f][1,2,4]triazin-2-yl)amino)-1-methylcyclobutyl)(pyrrolidin-1-yl)methanone COC1=NC(=NN2C1=C(C=C2)C=2C=C1N=CC=NC1=CC2)NC2CC(C2)(C)C(=O)N2CCCC2